3-[2-(trifluoromethyl)imidazo[4,5-c]pyridin-1-yl]cyclobutanol FC(C=1N(C2=C(C=NC=C2)N1)C1CC(C1)O)(F)F